FC=1C=C(C(=O)NC2=CC(=C(C=C2)O)S(=O)(=O)C)C=CC1OCCC1=CC=C(C=C1)S(=O)(=O)C(F)(F)F 3-fluoro-N-(4-hydroxy-3-(methylsulfonyl)phenyl)-4-(4-(trifluoromethylsulfonyl)phenylethoxy)benzamide